C(CCC)NCC(COC1=CC=C(C=C1)C(\C=C\C1=CC=C(C=C1)OC)=O)O (E)-1-[4-[3-(Butylamino)-2-hydroxypropoxy]phenyl]-3-(4-methoxyphenyl)prop-2-en-1-one